2-chloro-1-(4-oxaspiro[2.5]oct-1-yl)ethan-1-one ClCC(=O)C1CC12OCCCC2